2-chloro-4-[(2-ethoxybenzyl)amino]pyrimidin-5-carboxamide ClC1=NC=C(C(=N1)NCC1=C(C=CC=C1)OCC)C(=O)N